4-[4-[4-[5-acetyl-3-[7-(difluoromethyl)-6-(1-methylpyrazol-4-yl)-3,4-dihydro-2H-quinolin-1-yl]-6,7-dihydro-4H-pyrazolo[4,3-c]pyridin-1-yl]-1-piperidyl]-1-piperidyl]benzoic acid C(C)(=O)N1CC2=C(CC1)N(N=C2N2CCCC1=CC(=C(C=C21)C(F)F)C=2C=NN(C2)C)C2CCN(CC2)C2CCN(CC2)C2=CC=C(C(=O)O)C=C2